OC1=CC(=C(C=C1C(C)(C)C)SC1=C(C=C(C(=C1)C(C)(C)C)O)C)C bis-[4-hydroxy-2-methyl-5-tert-butylphenyl] sulfide